OC1CCC(CC1)C(=O)[O-] 4-hydroxycyclohexanecarboxylate